1-(4-(1-(N-BOC-aminomethyl)cyclopropyl)phenyl)-2-methoxy-4-methyl-6(5H)-phenanthridinone C(=O)(OC(C)(C)C)NCC1(CC1)C1=CC=C(C=C1)C1=C(C=C(C=2NC(C3=CC=CC=C3C12)=O)C)OC